C(C1=CN=CC=C1)(=O)NN Nicotinic acid hydrazide